C(C)OC=1C(=NOC1)C(=O)OCC ethyl 4-ethoxyisoxazole-3-carboxylate